FC(CC(=O)C1CCN(CC1)C)(F)F 2-trifluoromethyl-1-(1-methyl-4-piperidyl)ethanone